FC(C1=NC=CC=C1C(=O)NC1=C2[C@@H](CC(C2=CC=C1)(C)C)CC(C)C)F 2-(difluoromethyl)-N-[(3R)-3-isobutyl-1,1-dimethyl-indan-4-yl]pyridine-3-carboxamide